7-deaza-8-aza-2,6-diamino-adenine NC1=NC(C2=CN=NC2=N1)(N)N